OC1[C@H](O)[C@H](O)[C@@H](O)[C@H](O1)C 6-Deoxy-D-gulopyranose